COC1=CC=C(C=C1)C(=O)C1=NC(=C2N1C=CC=C2)C2=CC=CC=C2 (4-methoxyphenyl)(1-phenylimidazo[1,5-a]pyridin-3-yl)methanone